[C@H]1([C@H](O)[C@@H](O)[C@H](O)[C@H](O1)CO)F α-D-Glucopyranosyl fluoride